3,6-dithien-2-yl-2,5-di(2-decyltetradecyl)-pyrrolo[3,4-C]pyrrole-1,4-dione S1C(=CC=C1)C=1N(C(C2=C(N(C(C21)=O)CC(CCCCCCCCCCCC)CCCCCCCCCC)C=2SC=CC2)=O)CC(CCCCCCCCCCCC)CCCCCCCCCC